Br.NCCCCC(=O)O 5-aminopentanoic acid hydrobromic acid salt